FC1=C2C(=CN=C1C1CCC(CC1)NC(C)C)NC(=C2C(C)C)C=2C=C(C=1N(C2)N=CN1)C 4-(4-fluoro-3-isopropyl-2-(8-methyl-[1,2,4]triazolo[1,5-a]pyridin-6-yl)-1H-pyrrolo[2,3-c]pyridin-5-yl)-N-isopropylcyclohexan-1-amine